2-(3-Chloro-2,6-difluorophenyl)-5-methoxy-N-(3-(5-(morpholinomethyl)-1H-benzo[d]imidazol-2-yl)-1-((2-(trimethylsilyl)ethoxy)methyl)-1H-pyrazol-4-yl)pyrimidin-4-amine ClC=1C(=C(C(=CC1)F)C1=NC=C(C(=N1)NC=1C(=NN(C1)COCC[Si](C)(C)C)C1=NC2=C(N1)C=CC(=C2)CN2CCOCC2)OC)F